4-chloro-2-(4-(1-ethyl-2-(pyrrolidin-1-ylmethyl)-1H-imidazol-5-yl)phenoxy)benzaldehyde ClC1=CC(=C(C=O)C=C1)OC1=CC=C(C=C1)C1=CN=C(N1CC)CN1CCCC1